CC1(OB(OC1(C)C)C=1C=NN(C1)C(C1CCN(CC1)C(=O)OC(C)(C)C)C=1C=NC(=CC1)C(F)(F)F)C tert-Butyl 4-{[4-(4,4,5,5-tetramethyl-1,3,2-dioxaborolan-2-yl)-1H-pyrazol-1-yl][6-(trifluoromethyl)pyridin-3-yl]methyl}piperidine-1-carboxylate